tertbutyl (3S)-4-hydroxy-3-methyl-1-oxo-2-oxa-8-azaspiro[4.5]decane-8-carboxylate OC1[C@@H](OC(C12CCN(CC2)C(=O)OC(C)(C)C)=O)C